FC1=CC=C(C=2CC[C@@H](C12)NC(=O)NC)C(=O)NC1=CC(=C(C=C1)F)C (S)-7-fluoro-N-(4-fluoro-3-methylphenyl)-1-(3-methylureido)-2,3-dihydro-1H-indene-4-carboxamide